C1=C(C=CC2=CC(=CC=C12)O)C1=CC2=CC=C(C=C2C=C1)O [2,2'-binaphthyl]-6,6'-diol